BrC(C(=O)OC)CCC(C(=O)OC)Br dimethyl 2,5-dibromohexanedioate